C(#N)C1=CC(=C(C=C1)NS(=O)(=O)C1=CNC(=C1)C1=CC(=CC=C1)OC)F N-(4-cyano-2-fluoro-phenyl)-5-(3-methoxyphenyl)-1H-pyrrole-3-sulfonamide